4-bromo-1-methyl-triazole BrC=1N=NN(C1)C